N[C@H](C(=O)O)CNC(CC1=CC=C(C=C1)OC(C1=CC=CC=C1)C1=CC=CC=C1)=O (S)-2-amino-3-(2-(4-(benzhydryloxy)phenyl)acetamido)propionic acid